1,2,3,4-tetra-O-acetyl-6-azido-6-deoxy-D-galactopyranose C(C)(=O)OC1[C@H](OC(C)=O)[C@@H](OC(C)=O)[C@@H](OC(C)=O)[C@H](O1)CN=[N+]=[N-]